(S)-4-(2-Amino-2-methylpropanoyl)-N-(1-(4-(2-(3-aminopiperidin-1-yl)ethyl)phenyl)-2-oxo-1,2-dihydropyrimidin-4-yl)piperazine-1-carboxamide trifluoroacetate salt FC(C(=O)O)(F)F.NC(C(=O)N1CCN(CC1)C(=O)NC1=NC(N(C=C1)C1=CC=C(C=C1)CCN1C[C@H](CCC1)N)=O)(C)C